NCCOCCNC(C1=C(C=C(C=C1)NC=1C=2N(C=CN1)C(=CN2)C2=C(C(=C(C=C2)OC)F)C(F)(F)F)CC)=O N-[2-(2-amino-ethoxy)ethyl]-2-ethyl-4-[[3-[3-fluoro-4-methoxy-2-(trifluoromethyl)phenyl]imidazo[1,2-a]pyrazin-8-yl]amino]benzamide